3-(8-(3-fluoro-2-methoxyphenyl)quinolin-5-yl)propionic acid FC=1C(=C(C=CC1)C=1C=CC(=C2C=CC=NC12)CCC(=O)O)OC